(S)-4-(5-chloro-2-((1-(2-methoxyethyl)-1H-pyrazol-4-yl)amino)pyrimidin-4-yl)-N-(1-cyanoethyl)benzamide ClC=1C(=NC(=NC1)NC=1C=NN(C1)CCOC)C1=CC=C(C(=O)N[C@@H](C)C#N)C=C1